C1(\C=C\C(=O)O1)=O e-maleic anhydride